C(C)(C)(C)S(=O)(=O)N1C2(CCC2)C[C@H](C1)N1CCCC2=CC(=CC(=C12)C1=C2C(=NC=C1)C=C(S2)CO)Cl (R)-(7-(1-(5-(tert-butylsulfonyl)-5-azaspiro[3.4]octan-7-yl)-6-chloro-1,2,3,4-tetrahydroquinolin-8-yl)thieno[3,2-b]pyridin-2-yl)methanol